CP(O)(O)=O.C(C)C=1C(=C2C(C(=O)NC2=O)=CC1)CC diethyl-phthalimide methylphosphonate